FC1=C(OCCC=2C(=NN(C2C)C)C(C(C)C)O)C(=CC=C1F)C=1C=CC=2N(C1)C(=CN2)CNC 1-{4-[2-(2,3-difluoro-6-{3-[(methylamino)methyl]imidazo[1,2-a]pyridin-6-yl}phenoxy)ethyl]-1,5-dimethyl-1H-pyrazol-3-yl}-2-methylpropan-1-ol